CN1C(=NC=C1)C(=O)ON=CC1=CC(=CC=C1)F 3-Fluorobenzaldehyde-O-(1-methyl-1H-imidazole-2-carbonyl) oxime